FC1=CC=C2C(=CNC2=C1)C(C(=O)OCC)=O ethyl 2-(6-fluoro-1H-indol-3-yl)-2-oxoacetate